Cl.FC1=C(C=C(C=C1C[C@@H]1NCC2(CC2)[C@@H]1NS(=O)(=O)CC)F)C1=CC=CC=C1 N-((6S,7S)-6-((2,5-difluoro-[1,1'-biphenyl]-3-yl)methyl)-5-azaspiro[2.4]heptan-7-yl)ethanesulfonamide hydrochloride